Pyrrol-5(1H)-one N1CC=CC1=O